C(C)(C)(C)OC(NC1CCC(CC1)N1N=C2C=C(C(=CC2=C1)N)OC)=O ((1r,4r)-4-(5-amino-6-methoxy-2H-indazol-2-yl)cyclohexyl)carbamic acid tert-butyl ester